6-(4-(difluoromethoxy)phenyl)-4-hydroxy-N-(4-methylcyclohexyl)-1-(2-morpholinoethyl)-2-oxo-1,2-dihydro-1,8-naphthyridine-3-carboxamide FC(OC1=CC=C(C=C1)C=1C=C2C(=C(C(N(C2=NC1)CCN1CCOCC1)=O)C(=O)NC1CCC(CC1)C)O)F